N[C@H]1[C@@H]2N(C[C@H]1CC2)C(=O)C2=CC1=C(N(C(=N1)C=1N(C3=CC=CC=C3C1)CC1CC1)CC1CN(C1)C(=O)C1=CC=C(C(=O)O)C=C1)C(=C2)OC 4-[3-({5-[(1R,4R,7R)-7-amino-2-azabicyclo[2.2.1]heptane-2-carbonyl]-2-[1-(cyclopropylmethyl)-1H-indol-2-yl]-7-methoxy-1H-1,3-benzodiazol-1-yl}methyl)azetidine-1-carbonyl]benzoic acid